C(C)OC(=O)C=1NC(=CN1)C1=CC(=NC=C1)C 5-(2-methylpyridin-4-yl)-1H-imidazole-2-carboxylic acid ethyl ester